2-Chloro-5-(1,1-difluoroethyl)-N-(3,4-dimethylbenzyl)pyridin-4-amine ClC1=NC=C(C(=C1)NCC1=CC(=C(C=C1)C)C)C(C)(F)F